4,4,5,5-tetramethyl-2-{4-(benzothiophen-2-yl)phenyl}-1,3,2-dioxaborolane CC1(OB(OC1(C)C)C1=CC=C(C=C1)C=1SC2=C(C1)C=CC=C2)C